CN1C[C@H](C=C2C3=C4C(C[C@@H]12)=CNC4=CC=C3)N (6aR,9S)-7-methyl-4,6,6a,7,8,9-hexahydroindolo[4,3-fg]quinolin-9-amine